[N+](#[C-])C1=C(N(C)C2=CC(=CC=C2)C(C)C)C=CC=C1 2-isocyano-N-(3-isopropylphenyl)-N-methylaniline